(3R,4S)-4-fluoro-1-(2-methylpropanoyl)pyrrolidin F[C@H]1CCN(C1)C(C(C)C)=O